FC(C)(S(=O)(=O)C1=CC(=NN1C)C(F)(F)F)C1CCN(CC1)C(=O)NC1=CC(=NC=C1)F 4-(1-fluoro-1-((1-methyl-3-(trifluoro-methyl)-1H-pyrazol-5-yl)sulfonyl)ethyl)-N-(2-fluoro-pyridin-4-yl)piperidine-1-carboxamide